3,3-dichloro-2,2-dimethyl-propionyl chloride ClC(C(C(=O)Cl)(C)C)Cl